4-((2S,5R)-4-((1-((4-bromophenyl)sulfonyl)-1H-1,2,3-triazol-4-yl)methyl)-2,5-dimethylpiperazin-1-yl)-1-methyl-2-oxo-1,2-dihydroquinoline-3-carbonitrile BrC1=CC=C(C=C1)S(=O)(=O)N1N=NC(=C1)CN1C[C@@H](N(C[C@H]1C)C1=C(C(N(C2=CC=CC=C12)C)=O)C#N)C